C(C(CCO)O)O butan-1,2,4-triol